8-chloro-6-fluoro-1-methyl-1,2,3,4-tetrahydroisoquinoline ClC=1C=C(C=C2CCNC(C12)C)F